FC(C(=O)[O-])(F)F trisFluoroacetate